7-(4-(Aminomethyl)phenyl)-6-chloro-3-((1-(2-cyclopropyloxazole-5-carbonyl)-4-hydroxypiperidin-4-yl)methyl)-3,7-dihydro-4H-pyrrolo[2,3-d]pyrimidin-4-one NCC1=CC=C(C=C1)N1C(=CC2=C1N=CN(C2=O)CC2(CCN(CC2)C(=O)C2=CN=C(O2)C2CC2)O)Cl